BrC1=CC=C(C=C1)C=1N=C2N(C=CC=C2)C1CC1N(C2=CC=CC=C2CC1)C(=O)N1CC2CNCC2C1 [2-(4-Bromophenyl)imidazo[1,2-a]pyridin-3-yl]methyl[hexahydropyrrolo[3,4-c]pyrrol-2(1H)-yl](3,4-dihydroquinoline-1(2H)-yl)methanone